5-(3-ethyl-2-methyl-3H-imidazo[4,5-b]pyridin-5-yl)-N-(cis-4-(4-methylpiperazin-1-yl)cyclohexyl)pyrrolo[2,1-f][1,2,4]triazin-2-amine C(C)N1C(=NC=2C1=NC(=CC2)C=2C=CN1N=C(N=CC12)N[C@@H]1CC[C@@H](CC1)N1CCN(CC1)C)C